C(#N)C1=CC=C(OC(C(=O)NC2=NC=3C(=C4OCCOC4=CC3)S2)C2=CC=C(C=C2)S(=O)(=O)CC)C=C1 2-(4-Cyano-phenoxy)-N-(7,8-dihydro-6,9-dioxa-1-thia-3-aza-cyclopenta[a]naphthalen-2-yl)-2-(4-ethanesulfonyl-phenyl)-acetamide